3-chloro-N',4-dihydroxy-5-methylbenzidine ClC1C=C(C=C(C1(N)O)C)C1=CC=C(NO)C=C1